1-[4-[(1R,2S)-6-hydroxy-2-(2,3,4,5,6-pentadeuteriophenyl)tetralin-1-yl]phenyl]piperidine-4-carbaldehyde OC=1C=C2CC[C@@H]([C@@H](C2=CC1)C1=CC=C(C=C1)N1CCC(CC1)C=O)C1=C(C(=C(C(=C1[2H])[2H])[2H])[2H])[2H]